C(=O)(C(=O)O)C/C=C/C(=O)[O-] D-4-Oxalocrotonate